C(C)(=O)N1CCN(CC1)[C@@H]1C[C@@H](N(CC1)C(=O)N(C)[C@H](C)C1=CC(=CC(=C1)C(F)(F)F)C(F)(F)F)C1=C(C=C(C=C1)F)C (2R,4S)-4-(4-acetylpiperazin-1-yl)-N-[(1R)-1-[3,5-bis(trifluoromethyl)phenyl]ethyl]-2-(4-fluoro-2-methylphenyl)-N-methylpiperidine-1-carboxamide